[Si](C1=CC=CC=C1)(C1=CC=CC=C1)(C(C)(C)C)OC[C@@H]1N(C2CC2C1)C(=O)OC(C)(C)C tert-butyl (3R)-3-{[(tert-butyldiphenylsilyl)oxy]methyl}-2-azabicyclo[3.1.0]hexane-2-carboxylate